6-Chloro-N-methyl-4-((2S,6S)-6-methylmorpholin-2-yl)-[2,4'-bipyridine]-2'-carboxamide hydrochloride Cl.ClC1=CC(=CC(=N1)C1=CC(=NC=C1)C(=O)NC)[C@H]1CNC[C@@H](O1)C